1-(2-(bis((1-methyl-3-phenyl-1H-pyrazol-5-yl)methyl)amino)ethyl)-6-((1-methyl-3-phenyl-1H-pyrazol-5-yl)methyl)-4,5,6,7-tetrahydro-1H-pyrazolo[3,4-c]pyridine-3-carboxylic acid CN1N=C(C=C1CN(CCN1N=C(C2=C1CN(CC2)CC2=CC(=NN2C)C2=CC=CC=C2)C(=O)O)CC2=CC(=NN2C)C2=CC=CC=C2)C2=CC=CC=C2